CC1(OB(OC1(C)C)C=1C=C2CCC(C2=CC1C)(C)C)C 4,4,5,5-tetramethyl-2-(1,1,6-trimethylindan-5-yl)-1,3,2-dioxaborolane